COC1=C(C(=CC(=C1)C1=CN(C(C2=CN=CC=C12)=O)C)OC)CN(C)CC12CC(C1)(C2)C(=O)OC Methyl 3-[([[2,6-Dimethoxy-4-(2-Methyl-1-Oxo-2,7-Naphthyridin-4-Yl)Phenyl]Methyl](Methyl)Amino)Methyl]Bicyclo[1.1.1]Pentane-1-Carboxylate